ICCCCCCO 6-iodo-1-Hexanol